(2R,3R,4R,5S)-1-(3-fluorophenylethyl)-2-methylpiperidine-3,4,5-triol FC=1C=C(C=CC1)CCN1[C@@H]([C@H]([C@@H]([C@H](C1)O)O)O)C